O1C2(CCCC1)OCC1=CC=CC=C12 3',4',5',6'-tetrahydro-3H-spiro[isobenzofuran-1,2'-pyran]